N-(4-(ethylsulfonyl)benzyl)-8-phenyl-10H-phenothiazine-2-carboxamide C(C)S(=O)(=O)C1=CC=C(CNC(=O)C2=CC=3NC4=CC(=CC=C4SC3C=C2)C2=CC=CC=C2)C=C1